1-(2H-1,3-benzodioxol-5-yl)-2-(methylamino)propan-1-one O1COC2=C1C=CC(=C2)C(C(C)NC)=O